2'-amino-N,N-dimethyl-5'-(1H-pyrazolo[3,4-d]pyrimidin-3-yl)-[2,3'-bipyridine]-5-carboxamide NC1=NC=C(C=C1C1=NC=C(C=C1)C(=O)N(C)C)C1=NNC2=NC=NC=C21